2-ethoxymethylene-4,4-difluoro-3-oxobutanoic acid ethyl ester C(C)OC(C(C(C(F)F)=O)=COCC)=O